C(C)(C)N1C=CC=2C(=NC(=CC21)NC=2SC(=CN2)C)C2=CC1COCC(C2)N1C(C=C)=O 1-(7-(1-isopropyl-6-((5-methylthiazol-2-yl)amino)-1H-pyrrolo[3,2-c]pyridin-4-yl)-3-oxa-9-azabicyclo[3.3.1]non-6-en-9-yl)prop-2-en-1-one